nickel (1-methylheptyl)phosphinate CC(CCCCCC)P([O-])=O.[Ni+2].CC(CCCCCC)P([O-])=O